FC1=CC=CC(=N1)N1C(C(=CC=C1)NC=1C=C(C=2N(N1)C(=CN2)C(=O)N[C@H]2[C@H](C2)F)NC([2H])([2H])[2H])=C=O 6-((6'-fluoro-2-carbonyl-2H-[1,2'-bipyridin]-3-yl)amino)-N-((1r,2s)-2-fluorocyclopropyl)-8-((methyl-d3)amino)imidazo[1,2-b]pyridazine-3-carboxamide